3-(4-bromophenyl)-1-(4-(piperidin-3-yl)-phenyl)piperidine BrC1=CC=C(C=C1)C1CN(CCC1)C1=CC=C(C=C1)C1CNCCC1